NC=1N=CC2=C(N1)N=C(C(=C2)C2=CC(=CC(=C2)OC)OC)NC(=O)NC(C)(C)C 1-[2-amino-6-(3,5-dimethoxy-phenyl)-pyrido(2,3-d)pyrimidin-7-yl]-3-tert-butyl-urea